FC(C=1C=C(C=CC1F)C=1C=C(C(=NC1)C)CN1C(OC[C@H]1C)=O)F |r| (R/S)-3-[[5-[3-(difluoromethyl)-4-fluoro-phenyl]-2-methyl-3-pyridyl]methyl]-4-methyl-oxazolidin-2-one